1-(2-chloro-5-(2-(3-pyridinyl)ethynyl)-4-pyridinyl)-4-methyl-piperidin-4-ol ClC1=NC=C(C(=C1)N1CCC(CC1)(O)C)C#CC=1C=NC=CC1